(2S,5R)-1-(3-((4-chlorobenzyl)oxy)-5-methoxybenzoyl)-5-(2-chlorophenyl)pyrrolidine-2-carboxylic acid ClC1=CC=C(COC=2C=C(C(=O)N3[C@@H](CC[C@@H]3C3=C(C=CC=C3)Cl)C(=O)O)C=C(C2)OC)C=C1